3-(4-Chlorophenyl)1-[(3R)-1-phenylpiperidin-3-yl]urea ClC1=CC=C(C=C1)NC(N[C@H]1CN(CCC1)C1=CC=CC=C1)=O